The molecule is a 1-{2-[(7-chloro-1-benzothiophen-3-yl)methoxy]-2-(2,4-dichlorophenyl)ethyl}imidazole that is the active R-enantiomer of sertaconazole and is used (as its nitrate salt) for treatment of vulvovaginal candidiasis. The racemate itself is also used as a broad-spectrum antifungal drug. It has a role as an antibacterial drug, a non-steroidal anti-inflammatory drug, an EC 1.14.13.70 (sterol 14alpha-demethylase) inhibitor and an antipruritic drug. It is a 1-{2-[(7-chloro-1-benzothiophen-3-yl)methoxy]-2-(2,4-dichlorophenyl)ethyl}imidazole, a conazole antifungal drug and an imidazole antifungal drug. It is a conjugate base of an arasertaconazole(1+). It is an enantiomer of a (S)-sertaconazole. C1=CC2=C(C(=C1)Cl)SC=C2CO[C@@H](CN3C=CN=C3)C4=C(C=C(C=C4)Cl)Cl